titanium acetate, hydrochloride Cl.C(C)(=O)[O-].[Ti+4].C(C)(=O)[O-].C(C)(=O)[O-].C(C)(=O)[O-]